1-(1H-Benzoimidazol-5-yl)-5-(4-bromo-phenyl)-4-[2,3-dihydro-benzo[1,4]dioxin-6-ylimino]-imidazolidin-2-on N1C=NC2=C1C=CC(=C2)N2C(NC(C2C2=CC=C(C=C2)Br)=NC2=CC1=C(OCCO1)C=C2)=O